ClC1=CC(=C2C(=CNC2=C1Cl)C=1C=NN(C1)C(=O)OC(C)(C)C)NC(C(CO)O)=O tert-Butyl 4-[6,7-dichloro-4-(2,3-dihydroxypropanoylamino)-1H-indol-3-yl]pyrazole-1-carboxylate